FC=1C=C(C=CC1N1CC2(COC2)C1)N1C(O[C@H](C1)CNC(=O)C=1SC=CC1)=O (S)-N-((3-(3-fluoro-4-(2-oxa-6-azaspiro[3.3]hept-6-yl)phenyl)-2-oxo-oxazolidin-5-yl)methyl)thiophene-2-carboxamide